(2S,4R)-1-tert-butyl 2-methyl 4-hydroxypyrrolidine-1,2-dicarboxylate O[C@@H]1C[C@H](N(C1)C(=O)OC(C)(C)C)C(=O)OC